CC1CN(C=2C=CC3=C(C12)C=CC=C3S(=O)C)C(=O)OC(C)(C)C tert-butyl 1-methyl-6-(methylsulfinyl)-1,2-dihydro-3H-benzo[e]indole-3-carboxylate